C(C)(C)C1=CC=C(CCSCC2=CNC(O2)=S)C=C1 5-[(4-isopropylphenethylthio)methyl]oxazol-2(3H)-thione